methyl-4-isopropoxybenzoate COC(C1=CC=C(C=C1)OC(C)C)=O